BrC1=C(C(=CC=C1)OC(F)F)[C@@H](CC=O)NC1=C(C(=CC=C1[N+](=O)[O-])Cl)F (3R)-3-[2-bromo-6-(difluoromethoxy)phenyl]-3-[(3-chloro-2-fluoro-6-nitrophenyl)amino]propanal